1-(4-bromo-2-((4-methoxybenzyl)oxy)phenyl)ethan-1-one BrC1=CC(=C(C=C1)C(C)=O)OCC1=CC=C(C=C1)OC